1-methyl-6,7-dihydro-5H-cyclopenta[b]pyridin-1-ium hydroxide [OH-].C[N+]1=C2C(=CC=C1)CCC2